1-(6-Methyl-5-(1-methyl-1H-1,2,3-triazol-5-yl)pyridin-3-yl)-6-oxo-1,6-dihydropyridazine-3-carboxylic acid CC1=C(C=C(C=N1)N1N=C(C=CC1=O)C(=O)O)C1=CN=NN1C